ClC1=C(C=CC(=C1)OC)[C@H]1[C@@H](C(NC1)=O)C(=O)O |o1:9,10| (3S*,4R*)-4-(2-chloro-4-methoxyphenyl)-2-oxopyrrolidine-3-carboxylic acid